BrC=1C(=NC(=CC1O[C@H]1[C@@H](CC1)NS(=O)C(C)(C)C)C)OC N-((1R,2R)-2-((3-bromo-2-methoxy-6-methylpyridin-4-yl)oxy)cyclobutyl)-2-methylpropane-2-sulfinamide